C(N)(O[C@@]1(C(N(CC1)C1=NC(=CC(=C1)C(F)(F)F)C)=O)CC1=CC=CC(=C1)C(N(CC)C1=CC(=C(C=C1)F)Cl)=O)=O ((3s,5s)-5-((3-chloro-4-fluorophenyl) (ethyl) carbamoyl)-benzyl 1-(6-methyl-4-(trifluoromethyl) pyridin-2-yl)-2-oxopyrrolidin-3-yl) carbamate